1-(5-(9-((4-benzylpiperazin-1-yl)methyl)-3-azaspiro[5.5]undecane-3-carbonyl)-2-chlorophenyl)dihydropyrimidine-2,4(1H,3H)-dione C(C1=CC=CC=C1)N1CCN(CC1)CC1CCC2(CCN(CC2)C(=O)C=2C=CC(=C(C2)N2C(NC(CC2)=O)=O)Cl)CC1